ClC1=C(CN2CCC(CC2)C2=CC=C3C(N(NC3=C2)C2C(NC(CC2)=O)=O)=O)C=CC(=C1)F 3-(6-(1-(2-chloro-4-fluorobenzyl)piperidin-4-yl)-3-oxo-1,3-dihydro-2H-indazol-2-yl)piperidine-2,6-dione